CN1N=C(C2=C(C1=O)N=CC=C2)C(=O)[O-].[Li+] lithium 7-methyl-8-oxo-pyrido[2,3-d]pyridazine-5-carboxylate